N=1N(N=CC1)C1(CC1)C1=NN(C(=C1)N)C1CC1 3-(1-(2H-1,2,3-triazol-2-yl)cyclopropyl)-1-cyclopropyl-1H-pyrazol-5-amine